COC(C1=C(CN(C(C(C)(C)C)=O)CC(=O)O)C=C(C(=C1)F)F)OC 2-(N-(2-(Dimethoxymethyl)-4,5-difluorobenzyl)pivalamido)acetic Acid